C(C)C(CCCCC(=O)OCCCCCCCCCCCCCCCC)(CC)CC Cetyl Triethylhexanoate